C1(=CC=CC=C1)C1=NN(N=C1B1OC(C(O1)(C)C)(C)C)COCC[Si](C)(C)C 4-phenyl-5-(4,4,5,5-tetramethyl-1,3,2-dioxaborolan-2-yl)-2-((2-(trimethylsilyl)ethoxy)methyl)-2H-1,2,3-triazole